8-(4-chloro-2-fluoro-phenyl)-3-ethyl-2-methyl-6-[(2S)-2-(1-methylpyrazol-4-yl)morpholino]pyrido[3,4-d]pyrimidin-4-one ClC1=CC(=C(C=C1)C1=NC(=CC2=C1N=C(N(C2=O)CC)C)N2C[C@@H](OCC2)C=2C=NN(C2)C)F